C(C)C1(C=CC1)OCOC1=CC=CC=C1 3-Ethyl-3-(phenoxymethyl-oxy)cyclobutaneN